C(CCC)OC(=O)C=1NC(N=C(C1)SCC(=O)NC12CC3CC(CC(C1)C3)C2)=O 6-((2-((adamantan-1-yl)amino)-2-oxoethyl)thio)-2-oxo-2,3-dihydropyrimidine-4-carboxylic acid butyl ester